ClC=1N=C2C(=C(C(N(C2=CC1)C)=O)C#N)N1CCC(CC1)N(C1=C(C=C(C=C1)Cl)O)C 6-chloro-4-[4-(4-chloro-2-hydroxy-N-methyl-anilino)-1-piperidinyl]-1-methyl-2-oxo-1,5-naphthyridine-3-carbonitrile